ClC1=NC(=C2N=C(N(C2=N1)C1OCCCC1)C=O)N1CCOCC1 2-chloro-6-morpholino-9-(tetrahydro-2H-pyran-2-yl)-9H-purine-8-carbaldehyde